3-(5-(1-benzyl-1,2,3,4-tetrahydroquinolin-4-yl)-1-oxoisoindolin-2-yl)piperidine-2,6-dione C(C1=CC=CC=C1)N1CCC(C2=CC=CC=C12)C=1C=C2CN(C(C2=CC1)=O)C1C(NC(CC1)=O)=O